4,4-dimethyldihydro-2(3H)-thiophenone CC1(CC(SC1)=O)C